1-(6-(chloromethyl)pyrimidin-4-yl)-3-ethylurea ClCC1=CC(=NC=N1)NC(=O)NCC